2-({1-[1-(2,2-difluoroethyl)-1H-pyrazolo[3,4-b]pyrazin-6-yl]-3-fluoropiperidin-3-yl}methoxy)-6-(trifluoromethyl)pyridine FC(CN1N=CC=2C1=NC(=CN2)N2CC(CCC2)(F)COC2=NC(=CC=C2)C(F)(F)F)F